C(CCCCCCCCCCCC=CCCCCCCCC)O docosa-13-ene-1-ol